(6S)-6-[2-Chloro-3-(5-methoxy-pyridin-3-yl)phenyl]-2-imino-6-methyl-3-[(2S,4S)-2-methyl-tetrahydropyran-4-yl]hexahydro-pyrimidin-4-one trifluoroacetic acid salt FC(C(=O)O)(F)F.ClC1=C(C=CC=C1C=1C=NC=C(C1)OC)[C@@]1(CC(N(C(N1)=N)[C@@H]1C[C@@H](OCC1)C)=O)C